trans-rac-2,2-Dichloro-N-(4-chloro-3-(2-methoxyacetamido)phenyl)-3-(3,5-dichlorophenyl)cyclopropane-1-carboxamide ClC1([C@H]([C@@H]1C1=CC(=CC(=C1)Cl)Cl)C(=O)NC1=CC(=C(C=C1)Cl)NC(COC)=O)Cl |r|